(E)-2-(2-bromo-5-nitro-4-pyridinyl)-N,N-dimethyl-ethylamine BrC1=NC=C(C(=C1)CCN(C)C)[N+](=O)[O-]